[N+](=O)([O-])C1=C(CN[C@@H](CO)C(=O)O)C=CC=C1 2-Nitrobenzylserine